N-(2-((3-chloro-2-fluorophenylmethyl)amino)-2-oxoethyl)-2-(1H-indol-3-yl)-N-isopropylacetamide ClC=1C(=C(C=CC1)CNC(CN(C(CC1=CNC2=CC=CC=C12)=O)C(C)C)=O)F